2-chloro-1,3-difluoropropane ClC(CF)CF